ClC1=C2C=CNC2=CC(=C1)NC(NC1COC2=C1C=C(C=C2)F)=O 3-(4-chloro-1H-indol-6-yl)-1-(5-fluoro-2,3-dihydro-1-benzofuran-3-yl)urea